2,6-bis(benzyloxy)-3-(3-bromophenyl)pyridine C(C1=CC=CC=C1)OC1=NC(=CC=C1C1=CC(=CC=C1)Br)OCC1=CC=CC=C1